Ethyl (Z)-2-(4-bromophenyl)-3-((3-methoxyphenyl)amino)but-2-enoate BrC1=CC=C(C=C1)/C(/C(=O)OCC)=C(\C)/NC1=CC(=CC=C1)OC